8-bromo-3-iodo-1-methyl-1,3,4,5-tetrahydro-2H-benzo[b]azepin-2-one BrC=1C=CC2=C(N(C(C(CC2)I)=O)C)C1